FC=1C=C(C(=NC1)CCNC)[C@H]1N(CCC1)C1=NC=2N(C=C1)N=CC2C(=O)OCC ethyl (S)-5-(2-(5-fluoro-2-(2-(methylamino)ethyl)pyridin-3-yl)pyrrolidin-1-yl)pyrazolo[1,5-a]pyrimidine-3-carboxylate